phosphinyl-guanidinium chromium [Cr+3].[PH2](=O)NC(=[NH2+])N